CC(C)(C)OC(=O)N1CC(C1)O 3-hydroxyazetidine-1-carboxylic acid 1,1-dimethylethyl ester